4-[4-[2,2-difluoroethyl-[5,6-difluoro-2-oxo-1-(trideuteriomethyl)quinazolin-4-yl]amino]-2-pyridyl]-2,2-dimethyl-but-3-ynenitrile FC(CN(C1=CC(=NC=C1)C#CC(C#N)(C)C)C1=NC(N(C2=CC=C(C(=C12)F)F)C([2H])([2H])[2H])=O)F